FC1=C(C=C(C=C1)[C@@H](CN[C@H](C1=CC=CC=C1)[C@H]1CNC2=C(N1)N=CC(=C2)F)C)CC(=O)O |o1:7| 2-(2-fluoro-5-((S or R)-1-(((R)-((R)-7-fluoro-1,2,3,4-tetrahydropyrido[2,3-b]pyrazin-3-yl)(phenyl)methyl)amino)propan-2-yl)phenyl)acetic acid